(R,2R,2'R)-2,2'-(terephthaloylbis(azanediyl))bis(2-((R)-quinuclidin-3-yl)acetic acid) C(C1=CC=C(C(=O)N[C@@H](C(=O)O)[C@H]2CN3CCC2CC3)C=C1)(=O)N[C@@H](C(=O)O)[C@H]1CN3CCC1CC3